ClC=1N=C(C2=C(N1)C(=C(N=C2)Cl)F)N2CCC[C@H](C2)O (3R,5R)-1-(2,7-dichloro-8-fluoropyrido[4,3-d]pyrimidin-4-yl)-5-hydroxypiperidine